1-(4-chlorobenzyl)-3-(4-(1-(1-methyl-2-oxopiperidin-4-carbonyl)piperidin-4-yl)butyl)urea ClC1=CC=C(CNC(=O)NCCCCC2CCN(CC2)C(=O)C2CC(N(CC2)C)=O)C=C1